ClC=1C=C(C=C(C1OC1=NNC(C(=C1)C(C)C)=O)Cl)N1N=CC(NC1=O)=O 2-(3,5-Dichloro-4-((5-isopropyl-6-oxo-1,6-dihydropyridazin-3-yl)oxy)phenyl)-3,5-dioxo-2,3,4,5-tetrahydro-1,2,4-triazine